C(C)(C)(C)OC(N=[S@@](=O)(C)C1=CC(=CC=C1)NC(C1=C(C=C(C(=C1)Cl)C(F)(F)F)N1CCC(CC1)C(F)(F)F)=O)=O.C1(CC(CC1)C[O-])C[O-] 3-cyclopentanedimethanolate tert-butyl-(R)-((3-(5-chloro-4-(trifluoromethyl)-2-(4-(trifluoromethyl)piperidin-1-yl)benzamido)phenyl)(methyl)(oxo)-λ6-sulfaneylidene)carbamate